ClC1=CC(=C(C(=C1)C)C=1N(C=2C(=NC=C(C2)F)N1)C)OC 2-(4-Chloro-2-methoxy-6-methyl-phenyl)-6-fluoro-1-methyl-imidazo[4,5-b]pyridine